2-methyl-N-{1-[3-nitro-5-(trifluoromethyl)phenyl]ethylidene}propane-2-sulfinylamine CC(C)(C)S(=O)N=C(C)C1=CC(=CC(=C1)C(F)(F)F)[N+](=O)[O-]